(S)-1-(6-(2-aminoethoxy)-8,9-difluoro-1,4-dihydro-2H-pyrano[3,4-c]isoquinolin-1-yl)-3-(3-chloro-4-fluorophenyl)-1-methylurea NCCOC1=NC2=C(C=3C=C(C(=CC13)F)F)[C@@H](COC2)N(C(=O)NC2=CC(=C(C=C2)F)Cl)C